Br.N1CCC2=CC(=CC=C12)[C@@H](C)NC(=O)C=1C=NC(=CC1)F (R)-N-(1-(2,3-dihydro-1H-indol-5-yl)ethyl)-6-fluoropyridine-3-carboxamide hydrobromide